C(C)(C)(C)OC(=O)N[C@H](C(=O)OCC1=CC(=NC(=C1)Cl)Cl)CCN1CC(CCC1)(F)F (2,6-dichloropyridin-4-yl)methyl (S)-2-((tert-butoxycarbonyl)amino)-4-(3,3-difluoropiperidin-1-yl)butanoate